C(C)(C)(C)OC(=O)N1[C@@H](C(CC1=O)=O)C (R)-2-methyl-3,5-dioxopyrrolidine-1-carboxylic acid tert-butyl ester